3-(((R)-7-((2S,4R)-2-(2,5-difluorophenyl)-4-(methylamino)piperidine-1-carbonyl)-7-azaspiro[4.5]dec-10-yl)methyl)-6-(2-fluorophenyl)pyrimidin-4(3H)-one FC1=C(C=C(C=C1)F)[C@H]1N(CC[C@H](C1)NC)C(=O)N1CC2(CCCC2)[C@@H](CC1)CN1C=NC(=CC1=O)C1=C(C=CC=C1)F